methacrylamide laurate C(CCCCCCCCCCC)(=O)O.C(C(=C)C)(=O)N